7-((6-((dimethyl-amino)methyl)-5-(4-oxa-7-azaspiro[2.5]octan-7-yl)pyridin-2-yl)amino)-4-(1-methyl-1H-pyrrolo[2,3-b]pyridin-4-yl)-2,3-dihydro-1H-pyrrolo[3,4-c]pyridin-1-one CN(C)CC1=C(C=CC(=N1)NC=1C2=C(C(=NC1)C1=C3C(=NC=C1)N(C=C3)C)CNC2=O)N2CCOC3(CC3)C2